ClC1=NC(=NC=C1C(F)(F)F)NC1=C(C=C(C=C1)N1CCN(CC1)C)CC 4-Chloro-N-(2-ethyl-4-(4-methylpiperazin-1-yl)phenyl)-5-(trifluoromethyl)pyrimidin-2-amine